NCCN1CCNCC1 2-aminoethyl-piperazine